2-(Benzyl(2-hydroxyethyl)amino)-1-(6-cyclopropylpyridin-2-yl)ethane-1-ol C(C1=CC=CC=C1)N(CC(O)C1=NC(=CC=C1)C1CC1)CCO